CC(C(=O)[O-])C1=CC=C(C=C1)CC1C(CCC1)=O α-methyl-4-[(2-oxocyclopentyl)methyl]benzeneacetate